octahydropyrrolo[1,2-a]pyrazin-7-ol C1C2N(CCN1)CC(C2)O